N[C@H]1[C@H]2SCC(=C(N2C1=O)C(=O)[O-])[C@H]1OCCC1 (6R,7R)-7-amino-8-oxo-3-((S)-tetrahydrofuran-2-yl)-5-thia-1-azabicyclo[4.2.0]oct-2-ene-2-carboxylate